N=1C=NN2C1C=C(C=C2)CC2=C(C=C(C=C2)NC2=NC=NC1=C2N=C(N=C1)N1CCN(CC1)C(=O)OC(C)(C)C)C tertbutyl 4-(8-((4-([1,2,4]triazolo[1,5-a]pyridin-7-ylmethyl)-3-methylphenyl)amino)pyrimido[5,4-d]pyrimidin-2-yl)piperazine-1-carboxylate